2-((3-(4-(4,4,4-trifluorobutoxy)phenyl)-1,2,4-oxadiazol-5-yl)methyl)acrylic acid FC(CCCOC1=CC=C(C=C1)C1=NOC(=N1)CC(C(=O)O)=C)(F)F